O=C1N(CC2=C1N(C=1N(C2=O)N=C(C1)NC(NC(C)C)=O)CC(=O)NC1=NC=C(C=C1)F)C(C)C 2-{5,8-dioxo-6-(propan-2-yl)-2-[(propan-2-ylcarbamoyl)amino]-5,6,7,8-tetrahydro-4H-pyrazolo[1,5-a]pyrrolo[3,4-d]pyrimidin-4-yl}-N-(5-fluoropyridin-2-yl)acetamide